Methyl 3-bromo-3-cyclopentene-1,1-dicarboxylate BrC=1CC(CC1)(C(=O)OC)C(=O)[O-]